SCC1(SC(C(S1)CS)CS)CS 2,2,4,5-tetrakis(mercaptomethyl)-1,3-dithiolane